ClC1=C(C(=CC=C1)Cl)N1CC(C1)C=1C=C(C(=NC1C)CN1CCC(CC1)C(=O)O)C 1-((5-(1-(2,6-dichlorophenyl)azetidin-3-yl)-3,6-dimethylpyridin-2-yl)-methyl)piperidine-4-carboxylic acid